1,4,7,10,13-pentamethyl-1,4,7,10,13-pentaazacyclopentadecane CN1CCN(CCN(CCN(CCN(CC1)C)C)C)C